2-(4-cyclopropyl-6-methoxy-pyrimidin-5-yl)-4-[[3,5-difluoro-4-[1-methyl-4-(trifluoromethyl)imidazol-2-yl]phenyl]methoxy]-5-methyl-pyrimidine C1(CC1)C1=NC=NC(=C1C1=NC=C(C(=N1)OCC1=CC(=C(C(=C1)F)C=1N(C=C(N1)C(F)(F)F)C)F)C)OC